Tert-butyl (4-(2-((8-(2H-tetrazol-5-yl)benzo[c][2,6]naphthyridin-5-yl)amino)ethoxy)butyl)carbamate N=1NN=NC1C=1C=CC2=C(N=C(C3=CC=NC=C23)NCCOCCCCNC(OC(C)(C)C)=O)C1